C(#N)C1(CC1)C(=O)NC=1C=CC(=NC1)C=1N=NN(C1NC(OC(C)C1=CC(=NC=C1C)F)=O)C 1-(2-fluoro-5-methylpyridin-4-yl)ethyl (4-(5-(1-cyanocyclopropane-1-carboxamido)pyridin-2-yl)-1-methyl-1H-1,2,3-triazol-5-yl)carbamate